2,2-Dimethyl-4-(3-methyl-2-oxo-1,3-benzoxazol-6-yl)-5-oxo-N-(4-phenylbutyl)piperazine-1-carboxamide CC1(N(CC(N(C1)C1=CC2=C(N(C(O2)=O)C)C=C1)=O)C(=O)NCCCCC1=CC=CC=C1)C